ClC=1C=C(C=CC1)C[C@@H](CO)N1C[C@H](NCC1)COC1=CC=C(C=C1)S(=O)(=O)C (2S)-3-(3-chlorophenyl)-2-[(3S)-3-[(4-methanesulfonylphenoxy)methyl]piperazin-1-yl]propan-1-ol